FC1=NC=CC(=C1F)[C@@H]1[C@H]([C@H]2[C@@H]3C[C@@H]3[C@@H]1O2)C(=O)NC=2C=NC(=CC2)OC (1S,2S,4R,5R,6R,7S)-7-(2,3-difluoropyridin-4-yl)-N-(6-methoxypyridin-3-yl)-8-oxatricyclo[3.2.1.02,4]octane-6-carboxamide